2,4,6-Triisopropyl-m-phenylendiisocyanat C(C)(C)C1=C(C(=CC(=C1N=C=O)C(C)C)C(C)C)N=C=O